C(#N)C=1C(=C(C=CC1)C(C)N[S@](=O)C(C)(C)C)C(F)(F)F (R)-N-(1-(3-cyano-2-(trifluoromethyl)phenyl)ethyl)-2-methylpropane-2-sulfinamide